FC=1C=C(C=CC1F)C=1C=C2C(=NC1)N(C(N2CC(CC)=O)=O)C 6-(3,4-difluorophenyl)-3-methyl-1-(2-oxobutyl)imidazo[4,5-b]pyridin-2-one